Bis(tert-butylamino)dimethylsilan C(C)(C)(C)N[Si](C)(C)NC(C)(C)C